N4-(1,3-dimethyl-2-oxo-2,3-dihydro-1H-benzo[d]imidazol-5-yl)-N2-(3-(methylsulfonamido)phenyl)thiophene-2,4-dicarboxamide CN1C(N(C2=C1C=CC(=C2)NC(=O)C=2C=C(SC2)C(=O)NC2=CC(=CC=C2)NS(=O)(=O)C)C)=O